CC1=CN=C(N=N1)N[C@@H]1C[C@H](CC1)NC1=CC=C(C=N1)N1NC=CC=C1 2-(6-(((1S,3S)-3-((6-methyl-1,2,4-triazin-3-yl)amino)cyclopentyl)amino)pyridin-3-yl)pyridazin